O1CCN(CC1)C1=NC(=C2C=CC=NC2=C1)OC1CCC(CC1)NC(C1=NC=CC=C1)=O N-((1s,4s)-4-((7-morpholino-1,6-naphthyridin-5-yl)oxy)cyclohexyl)picolinamide